C(#N)C1=C(C=CC=C1)[C@@H]([C@@H](C)C=1N(C(C(=C(N1)C(=O)NC=1C=NOC1)O)=O)C)C1=NN=NN1C 2-((1R,2R)-1-(2-cyanophenyl)-1-(1-methyl-1H-tetrazol-5-yl)propan-2-yl)-5-hydroxy-N-(isoxazol-4-yl)-1-methyl-6-oxo-1,6-dihydropyrimidine-4-carboxamide